N4-(3,4-dihydroxyphenethyl)succinamide OC=1C=C(CCNC(CCC(=O)N)=O)C=CC1O